4-(2-((4-chloro-6-methoxyquinolin-7-yl)oxy)ethyl)morpholine ClC1=CC=NC2=CC(=C(C=C12)OC)OCCN1CCOCC1